tert-butyl ((1r,3r)-3-(3-(2-(trifluoromethyl)oxetan-2-yl)phenoxy)cyclobutyl)carbamate FC(C1(OCC1)C=1C=C(OC2CC(C2)NC(OC(C)(C)C)=O)C=CC1)(F)F